fluoro-7-methoxy-1-methyl-1H-benzo[d]imidazole-5-carboxylic acid FC1=NC2=C(N1C)C(=CC(=C2)C(=O)O)OC